4-(isopropyl sulfonyl)benzyl (1-hydroxy-7-methyl-1,3-dihydrobenzo[c][1,2]oxaborole-6-carbonyl)-L-valinate OB1OCC2=C1C(=C(C=C2)C(=O)N[C@@H](C(C)C)C(=O)OCC2=CC=C(C=C2)S(=O)(=O)C(C)C)C